N-(2-Chlorophenyl)-6-(4-methylphenyl)imidazo[1,2-a]pyridine-3-carboxamide ClC1=C(C=CC=C1)NC(=O)C1=CN=C2N1C=C(C=C2)C2=CC=C(C=C2)C